5-bromo-3-(pyrimidin-5-yl)-1H-pyrazolo[3,4-b]pyridine BrC=1C=C2C(=NC1)NN=C2C=2C=NC=NC2